N1C=C(C2=CC=CC=C12)C=1C=2N(N=C(C1)NC1CN(CC1)C1=CC=C(C=C1)[N+](=O)[O-])C=CN2 8-(1H-indole-3-yl)-N-(1-(4-nitrophenyl)pyrrolidine-3-yl)imidazo[1,2-b]pyridazine-6-amine